C(=O)O.NC1=NC=2CCCCC2C2=C1N=C(N2CC(CO)(CO)C)COCC 2-((4-amino-2-(ethoxymethyl)-6,7,8,9-tetrahydro-1H-imidazo[4,5-c]quinolin-1-yl)methyl)-2-methylpropane-1,3-diol Formate Salt